N1=NC=C(C=C1)C1=CC(=C2C=NNC2=C1)NCCOCCCCNCC=1C=C(C=C(C1)C(F)(F)F)CC#N 2-(3-(((4-(2-((6-(pyridazin-4-yl)-1H-indazol-4-yl)amino)ethoxy)butyl)amino)methyl)-5-(trifluoromethyl)phenyl)acetonitrile